4,5,6,7-tetrachloro-2-(methylthio)pyrido[2,3-d]pyrimidine ClC=1C2=C(N=C(N1)SC)N=C(C(=C2Cl)Cl)Cl